2-cyclohexyl-cyclopentan C1(CCCCC1)C1CCCC1